1-(2-(4-(benzyloxy)-3-methylphenyl)-4-hydroxybenzofuran-5-yl)ethan-1-one C(C1=CC=CC=C1)OC1=C(C=C(C=C1)C=1OC2=C(C1)C(=C(C=C2)C(C)=O)O)C